Di(2-ethylhexyl) terephthalat C(C1=CC=C(C(=O)OCC(CCCC)CC)C=C1)(=O)OCC(CCCC)CC